(5-chlorothiophene-2-carbonyl)-dioxane ClC1=CC=C(S1)C(=O)C1OCCOC1